BrC=1C=C2C(=NC(=NC2=CC1)OC[C@H]1N(CCC1)C)N1C[C@@H](N(CC1)C(=O)OC(C)(C)C)CC#N tert-butyl (S)-4-(6-bromo-2-(((S)-1-methylpyrrolidin-2-yl)methoxy)quinazolin-4-yl)-2-(cyanomethyl)piperazine-1-carboxylate